4-hydrazino-2,6-dimethylbenzonitrile hydrochloride Cl.N(N)C1=CC(=C(C#N)C(=C1)C)C